FC1=C(C=CC(=C1)SC)NC1=C(C=2C(=NC=CC2)S1)C(=O)NOCCO 2-(2-fluoro-4-(methylthio)phenylamino)-N-(2-hydroxyethoxy)thieno[2,3-b]pyridine-3-carboxamide